benzyl (3s,5r)-4-(2-((5-aminopyridin-2-yl) oxy) ethyl)-3,5-dimethylpiperazine-1-carboxylate NC=1C=CC(=NC1)OCCN1[C@H](CN(C[C@H]1C)C(=O)OCC1=CC=CC=C1)C